Cl.C1OCCN2[C@H]1CN(CC2)C2=CC(=C(C=C2)CC(=O)O)F 2-[4-[(9aS)-3,4,6,7,9,9a-hexahydro-1H-pyrazino[2,1-c][1,4]oxazin-8-yl]-2-fluoro-phenyl]acetic acid hydrochloride